tert-butyl 4-(((8aS)-3-(4-(methoxycarbonyl)phenyl)-hexahydro-1H-pyrrolo(1,2-a)pyrazin-2-yl)methyl)-5-methoxy-7-methylindole-1-carboxylate COC(=O)C1=CC=C(C=C1)C1N(C[C@H]2N(C1)CCC2)CC2=C1C=CN(C1=C(C=C2OC)C)C(=O)OC(C)(C)C